C(C)(C)(C)OC(=O)N(CCC1=NC(=CC=C1[N+](=O)[O-])OC)CC1=C(C=CC(=C1F)F)NC1=C(C(=O)OC)C=C(C(=C1)Cl)F methyl 2-((2-(((tert-butoxycarbonyl)(2-(6-methoxy-3-nitropyridin-2-yl)ethyl)amino)methyl)-3,4-difluorophenyl)amino)-4-chloro-5-fluorobenzoate